4-Methylbenzenesulfonic acid [(1R)-1-methyl-3-(3-methyl-6-nitro-2-oxo-benzimidazol-1-yl) propyl] ester C[C@H](CCN1C(N(C2=C1C=C(C=C2)[N+](=O)[O-])C)=O)OS(=O)(=O)C2=CC=C(C=C2)C